NC1=CC=C2C(=N1)CC[C@H]2NC([C@H](C)NC(=O)[C@H]2NCCC(=C2)C2=C(C=C(C=C2)F)C(F)F)=O (S)-N-((S)-1-(((R)-2-amino-6,7-dihydro-5H-cyclopenta[b]pyridin-5-yl)amino)-1-oxopropan-2-yl)-4-(2-(difluoromethyl)-4-fluorophenyl)-1,2,5,6-tetrahydropyridine-2-carboxamide